bromo-5-oxo-12-oxa-3-thia-6-azatricyclo[6.4.1.04,13]trideca-1,4(13),7-triene-7-carbaldehyde BrC1=C2OCCCC3=C(NC(C(S1)=C23)=O)C=O